9-(8-((4-chloro-2-methyl-2H-indazol-5-yl)thio)imidazo[1,2-c]pyrimidin-5-yl)-3,9-diazaspiro[5.5]undecane-1-amine hydrochloride Cl.ClC=1C2=CN(N=C2C=CC1SC=1C=2N(C(=NC1)N1CCC3(CCNCC3N)CC1)C=CN2)C